4-methyl-5-((1-methylpiperidin-4-yl)oxy)-2-nitropyridine CC1=CC(=NC=C1OC1CCN(CC1)C)[N+](=O)[O-]